C(C)N1CC(=C2N1C=CC(=N2)N2CC1OC(C2)C1)C(=O)[O-].[Cl-].C[N+]1(CCCCC1)CC.C[N+]1(CCCCC1)CC Methyl-1-ethylpiperidinium chlorid 1-Ethyl-5-(6-oxa-3-azabicyclo[3.1.1]heptan-3-yl)pyrazolo[1,5-a]pyrimidine-3-carboxylate